FC=1C=NC(=NC1)OCC1N(C2CC(C1C)C2)C(=O)C2=NC(=CC=C2N2N=CC=N2)C 3-{[(5-fluoropyrimidin-2-yl)oxy]methyl}-4-methyl-2-[6-methyl-3-(2H-1,2,3-triazol-2-yl)pyridine-2-carbonyl]-2-azabicyclo[3.1.1]heptane